2-n-propyl-4-methyl-6-(1'-methyl-benzimidazol-2-yl)benzimidazole C(CC)C=1NC2=C(N1)C=C(C=C2C)C2=NC1=C(N2C)C=CC=C1